C(N)(=N)N1CCN(CC1)C1=C(C=C(C=C1)NC(C1=CC(=C(C=C1)C=1CCN(CC1)C(N)=N)F)=O)Cl N-[4-(4-carbamimidoyl-piperazin-1-yl)-3-chloro-phenyl]-4-(1-carbamimidoyl-1,2,3,6-tetrahydro-pyridin-4-yl)-3-fluoro-benzamide